2,6-dimethoxy-biphenyl COC1=C(C(=CC=C1)OC)C1=CC=CC=C1